tert-butyl 4-({2,2-difluoro-6-[2-(methoxycarbonyl)-4-(methylamino)pyrimidin-5-yl]-7-azaspiro[3.5]nonan-7-yl}methyl)-5-methoxy-7-methylindole-1-carboxylate FC1(CC2(C1)CC(N(CC2)CC2=C1C=CN(C1=C(C=C2OC)C)C(=O)OC(C)(C)C)C=2C(=NC(=NC2)C(=O)OC)NC)F